2,6-dibromo-4-cyanopyridine BrC1=NC(=CC(=C1)C#N)Br